4-bromo-2,2-difluoro-6-nitrobenzo[d][1,3]dioxole-5-carbaldehyde BrC1=C(C(=CC=2OC(OC21)(F)F)[N+](=O)[O-])C=O